O=C1C=CC(=CN1)CN1C(NC2=NC=C(C=C21)C2=CC(=CC=C2)C(F)(F)F)=O 1-[(6-oxo-1H-pyridin-3-yl)methyl]-6-[3-(trifluoromethyl)phenyl]-3H-imidazo[4,5-b]pyridin-2-one